8-(4-chloro-2-fluorophenyl)-6-((2S,4R)-2-(1-cyclopropyl-1H-pyrazol-4-yl)tetrahydro-2H-pyran-4-yl)-2,3-dimethylpyrimido[5,4-d]pyrimidin-4(3H)-one ClC1=CC(=C(C=C1)C1=NC(=NC2=C1N=C(N(C2=O)C)C)[C@H]2C[C@H](OCC2)C=2C=NN(C2)C2CC2)F